6-((1S,4S)-2,5-diazabicyclo[2.2.1]heptan-2-yl)-N-(5-chloro-4-(difluoromethoxy)-2-fluorophenyl)pyrido[3,2-d]pyrimidin-4-amine [C@@H]12N(C[C@@H](NC1)C2)C=2C=CC=1N=CN=C(C1N2)NC2=C(C=C(C(=C2)Cl)OC(F)F)F